5-((tert-butyldimethylsilyl)oxy)-4,6-dimethyldodeca-2,8,10-trienal [Si](C)(C)(C(C)(C)C)OC(C(C=CC=O)C)C(CC=CC=CC)C